ClC=1C=C(C=C(C1)S(=O)(=O)C)NC(=O)C1=CN(C(=C1)C1=CC=CC=C1)CC N-(3-chloro-5-(methylsulfonyl)phenyl)-1-ethyl-5-phenyl-1H-pyrrole-3-carboxamide